salicylidene-o-aminophenol C1=CC=C(C(=C1)C=NC2=CC=CC=C2O)O